5-(4-(2-(5-(1-hydroxyethyl)pyridin-2-yl)ethoxy)benzyl)thiazolidin-2-one OC(C)C=1C=CC(=NC1)CCOC1=CC=C(CC2CNC(S2)=O)C=C1